1-oxa-8-azaspiro[4.5]Decan-3-ylcarbamic acid (R)-tert-butyl ester C(C)(C)(C)OC(NC1COC2(C1)CCNCC2)=O